4-(5-(5-amino-2-azabicyclo[2.2.1]heptane-2-yl)-8-(3-fluoro-4-methoxyphenyl)imidazolo[1,2-c]pyrimidin-7-yl)-2-fluorobenzonitrile hydrochloride Cl.NC1C2CN(C(C1)C2)C2=NC(=C(C=1N2C=CN1)C1=CC(=C(C=C1)OC)F)C1=CC(=C(C#N)C=C1)F